tert-butyl-N-{[(3aR,4R,6R,6aS)-6-[5-(4-benzylthiophen-2-yl)-2-chloropyrrolo[2,3-d]pyrimidin-7-yl]-2,2-dimethyl-tetrahydro-3aH-cyclopenta[d][1,3]dioxol-4-yl]methyl}carbamate C(C)(C)(C)OC(NC[C@H]1C[C@H]([C@@H]2OC(O[C@@H]21)(C)C)N2C=C(C1=C2N=C(N=C1)Cl)C=1SC=C(C1)CC1=CC=CC=C1)=O